FC([C@H](CO)O)F (S)-3,3-difluoropropane-1,2-diol